4-(2-oxo-6-{4-[4-(propan-2-yl)piperazin-1-yl]phenyl}-1,2-dihydroquinolin-3-yl)benzonitrile O=C1NC2=CC=C(C=C2C=C1C1=CC=C(C#N)C=C1)C1=CC=C(C=C1)N1CCN(CC1)C(C)C